C(CCC)(=O)OC(CC1=CC=CC=C1)C ALPHA-METHYLPHENETHYL BUTYRATE